2-(3-(2-ethoxyvinyl)-6-oxo-4-(trifluoromethyl)pyridazin-1(6H)-yl)-4-methylpentanoic acid methyl ester COC(C(CC(C)C)N1N=C(C(=CC1=O)C(F)(F)F)C=COCC)=O